BrC=1C(=C(C=C(C1F)Cl)C(C)C1=NC(=C2N1C=CN=C2NCC2=C(C=C(C=C2)OC)OC)Cl)OC(C)C 3-(1-(3-bromo-5-chloro-4-fluoro-2-isopropoxyphenyl)ethyl)-1-chloro-N-(2,4-dimethoxybenzyl)imidazo[1,5-a]Pyrazin-8-amine